trilinoleyl-glycerol C(CCCCCCC\C=C/C\C=C/CCCCC)C(C(O)(CCCCCCCC\C=C/C\C=C/CCCCC)CCCCCCCC\C=C/C\C=C/CCCCC)(O)CO